Mono-iso-octyl maleate C(\C=C/C(=O)[O-])(=O)OCCCCCC(C)C